CN1C=NC(=C1)C=1C=C(C=CC1NCC1=CC=C(C=C1)C(F)(F)F)S(=O)(=O)NCC(F)(F)F 3-(1-Methylimidazol-4-yl)-N-(2,2,2-trifluoroethyl)-4-[[4-(trifluoromethyl)phenyl]methylamino]benzenesulfonamide